5-Methyl-1,3,4-oxadiazole-2-carboxylic acid hydrazide CC1=NN=C(O1)C(=O)NN